(4,5-dichloro-1,2-phenylene)bis(methylene) (E,E)-bis(N'-(4-chlorophenyl)carbamimidothioate) ClC1=CC=C(C=C1)\N=C(/N)\SCC1=C(C=C(C(=C1)Cl)Cl)CSC(N)=NC1=CC=C(C=C1)Cl